(2'S)-5-chloro-2'-methyl-1'-[[1-(2-methylsulfonylethyl)pyrazol-4-yl]methyl]spiro[indane-3,4'-piperidine]-1-ol ClC=1C=C2C(=CC1)C(CC21C[C@@H](N(CC1)CC=1C=NN(C1)CCS(=O)(=O)C)C)O